SS(=O)(=O)[O-] sulfydryl-sulfonate